(S)-3-(3-(4-hydroxy-1,6-dimethyl-2-oxo-1,2-dihydropyridin-3-yl)ureido)-3-(2'-methylbiphenyl-4-yl)propionic acid OC1=C(C(N(C(=C1)C)C)=O)NC(N[C@@H](CC(=O)O)C1=CC=C(C=C1)C1=C(C=CC=C1)C)=O